bis-Boc-amine C(=O)(OC(C)(C)C)NC(=O)OC(C)(C)C